N-[1-[5-bromo-2-[5-(2,2-difluoroethoxy)pyrimidin-2-yl]-1,2,4-triazol-3-yl]ethyl]-2-(1-cyanocyclopropyl)-6-(trifluoromethyl)pyridine-4-carboxamide BrC=1N=C(N(N1)C1=NC=C(C=N1)OCC(F)F)C(C)NC(=O)C1=CC(=NC(=C1)C(F)(F)F)C1(CC1)C#N